OCCC(O)(C(C(O)=N)CO)CCO bis(2-hydroxyethyl)-imino-tris-(hydroxymethyl)-methane